ClC1=C(C=CC(=C1)CNC=1N=NN(C1)CCCCNC(OC(C)(C)C)=O)C1=CC=CC=C1 tert-Butyl (4-(4-(((2-chloro-[1,1'-biphenyl]-4-yl)methyl)amino)-1H-1,2,3-triazol-1-yl)butyl)carbamate